SC(C(C(=O)OCC(CO)(CO)CO)(S)S)(CCC)S pentaerythritol tetra-mercaptohexanoate